1-(2-fluoro-3-(3-(pyridin-3-yl)quinoxaline-6-carbonyl)phenyl)-3-(3-fluorophenyl)urea FC1=C(C=CC=C1C(=O)C=1C=C2N=C(C=NC2=CC1)C=1C=NC=CC1)NC(=O)NC1=CC(=CC=C1)F